FC(CCNC1CN(CC1)C=1C=CC(=NC1)N1C=NC(=C1)NC=1N=CC(=NC1)C#N)(F)F 5-((1-(5-(3-((3,3,3-Trifluoropropyl)amino)pyrrolidin-1-yl)pyridin-2-yl)-1H-imidazol-4-yl)amino)pyrazine-2-carbonitrile